3-((7-Chloroisoquinolin-1-yl)amino)-N-(1-methyl-1H-benzo[d][1,2,3]triazol-5-yl)benzamide ClC1=CC=C2C=CN=C(C2=C1)NC=1C=C(C(=O)NC2=CC3=C(N(N=N3)C)C=C2)C=CC1